N[C@H]1C([C@@H]2CC[C@H](C1)N2C(=O)OC(C)(C)C)F tert-butyl (1S,3R,5R)-3-amino-2-fluoro-8-azabicyclo[3.2.1]octane-8-carboxylate